ClC1=CC=C(C=C1)CC(=O)C1=C(C(=O)O)C=CC=C1 2-(p-chlorophenyl-acetyl)benzoic acid